CN(C1=CC=2OC(C(=CC2S1)C(=O)O)=O)C(C1=CC=C(C=C1)C(F)(F)F)=O 2-[Methyl-(4-trifluoromethyl-benzoyl)-amino]-5-oxo-5H-thieno[3,2-b]pyran-6-carboxylic acid